(2R,3R)-3,3-dihydroxy-2-(4-hydroxyphenyl)-7-methoxy-3,4-dihydro-2H-1-benzopyran-4-one OC1([C@H](OC2=C(C1=O)C=CC(=C2)OC)C2=CC=C(C=C2)O)O